C(C)(C)C=1C(=NC2=CC(=CC=C2N1)OC)OC1CC(NC1)C(=O)[O-] 4-((3-isopropyl-7-methoxyquinoxalin-2-yl)oxy)pyrrolidine-2-carboxylate